5-(2-methoxy-3-(pivaloyloxy)phenyl)pentanoic acid ethyl ester C(C)OC(CCCCC1=C(C(=CC=C1)OC(C(C)(C)C)=O)OC)=O